NC(C#N)CC=1SC2=C(C1F)C=CC(=C2)C=2C=CC1=C(N(C(O1)=O)C)C2 2-amino-3-[3-fluoro-6-(3-methyl-2-oxo-1,3-benzoxazol-5-yl)-1-benzothiophen-2-yl]propanenitrile